2-(4-methylpiperazin-1-yl)-4-fluoropyridine-5-boronic acid CN1CCN(CC1)C1=NC=C(C(=C1)F)B(O)O